ClC1=NC(=CC(=C1F)C1=C(C=NN1C)C)Cl 2,6-dichloro-4-(1,4-dimethyl-1H-pyrazol-5-yl)-3-fluoropyridine